ClC1=C(CN2CC3(C2)CCN(CC3)C(=O)OC=3C=NC=C(C3)C(F)(F)F)C=CC=C1OC1=C(C=CC=C1)Cl 5-(Trifluoromethyl)pyridin-3-yl 2-(2-chloro-3-(2-chlorophenoxy)benzyl)-2,7-diazaspiro[3.5]nonane-7-carboxylate